NC1=C(C2=C(N(C=N2)C)C=C1C(=O)OC)F methyl 5-amino-4-fluoro-1-methyl-1H-benzimidazole-6-carboxylate